9,10,18,19-Tetrahydro-6H,17H-dibenzo[b,k][1,4,10,13,7,16]-tetraoxadiazacyclooctadecine-7,20(8H,21H)-dione C1=CC=CC=2OCC(NCCOC3=C(OCCNC(COC21)=O)C=CC=C3)=O